FC(C1=CC=C(C=C1)C1=C2C=CC(=CC2=CC=C1)C(=O)N[C@H](C)C1CN(C1)C(=O)OCC1=CC=CC=C1)(F)F (R)-benzyl 3-(1-(5-(4-(trifluoromethyl)phenyl)-2-naphthamido)ethyl)azetidine-1-carboxylate